CCCCC\C=C/CC cis-6-nonene